CCCC(CCCC=CC)=O DEC-8-EN-4-ONE